2-Amino-7-fluoro-4-[5-fluoro-3-[[(2R)-tetrahydrofuran-2-yl]methoxy]-7,9-dihydrofuro[3,4-f]quinazolin-6-yl]thieno[3,2-c]pyridine-3-carbonitrile NC1=C(C=2C(=NC=C(C2S1)F)C=1C2=C(C=3C=NC(=NC3C1F)OC[C@@H]1OCCC1)COC2)C#N